C(C1=CC=CC=C1)N1C[C@@H](CC1)NC(=S)NC1=CC(=CC=C1)F (R)-1-(1-benzylpyrrolidine-3-yl)-3-(3-fluorophenyl)thiourea